FC(C(=O)O)(F)F.NCC1CN(CCC1)C(=O)C=1C(=NN(C1Cl)C)C1=NOC(=C1)C (3-(Aminomethyl)piperidin-1-yl)(5-chloro-1-methyl-3-(5-methylisoxazol-3-yl)-1H-pyrazol-4-yl)methanone, 2,2,2-trifluoroacetate salt